pentamethylcyclopentadienyl(1-phenethyl-3,6,7,8-tetrahydro-as-indacenyl)hafnium CC1=C(C(=C(C1([Hf]C1=C(C2=C3CCCC3=CC=C2C1)CCC1=CC=CC=C1)C)C)C)C